(E)-methyl 2-(6-bromo-4-(2-ethoxyvinyl)-1-oxophthalazin-2(1H)-yl)acetate BrC=1C=C2C(=NN(C(C2=CC1)=O)CC(=O)OC)\C=C\OCC